FC(C1(CC1)C1=NC=C(C(=O)OC)C=C1)(F)F methyl 6-(1-(trifluoromethyl)cyclopropyl)nicotinate